4-bromo-2-(cyclopentyloxy)-6-fluorobenzoic acid BrC1=CC(=C(C(=O)O)C(=C1)F)OC1CCCC1